N-(2-fluoro-4-(8-iso-propyl-2-(((1r,4r)-4-((2-methoxyethyl)-(methyl)amino)cyclohexyl)amino)-7-oxo-7,8-dihydropyrido[2,3-d]pyrimidin-6-yl)-phenyl)-1-(4-fluoro-phenyl)methanesulfonamide FC1=C(C=CC(=C1)C1=CC2=C(N=C(N=C2)NC2CCC(CC2)N(C)CCOC)N(C1=O)C(C)C)NS(=O)(=O)CC1=CC=C(C=C1)F